CN1N=NC(=C1C)CCC1(CCC(CC1)=O)C1=CC=CC=C1 4-(2-(1,5-Dimethyl-1H-1,2,3-triazol-4-yl)ethyl)-4-phenylcyclohexan-1-one